(R)-N-(3-fluoro-4-((3-((1-hydroxypropan-2-yl)amino)-1H-pyrazolo[3,4-b]pyridin-4-yl)oxy)phenyl)-5-(4-fluorophenyl)-1-isopropyl-4-oxo-1,4-dihydropyridine-3-carboxamide FC=1C=C(C=CC1OC1=C2C(=NC=C1)NN=C2N[C@@H](CO)C)NC(=O)C2=CN(C=C(C2=O)C2=CC=C(C=C2)F)C(C)C